O=C1NC(CCC1N1C(C2=C3C(C=CC=C13)=CC(=C2)S(=O)(=O)Cl)=O)=O 1-(2,6-dioxo-3-piperidyl)-2-oxo-benzo[cd]indole-4-sulfonyl chloride